2-(3-(3,3-difluoro-1-((4-methyl-4H-1,2,4-triazol-3-yl)methyl)cyclobutyl)phenyl)-6-((((2,2-dimethyl-1,3-dioxolan-4-yl)methyl)amino)methyl)-4-(trifluoromethyl)isoindolin-1-one FC1(CC(C1)(CC1=NN=CN1C)C=1C=C(C=CC1)N1C(C2=CC(=CC(=C2C1)C(F)(F)F)CNCC1OC(OC1)(C)C)=O)F